CNS(=O)(=O)N1CC2=CC(=CC=C2CC1)OC1=CC=C(C=C1)C(F)(F)F N-methyl-7-(4-(trifluoro-methyl)phenoxy)-3,4-dihydroisoquinoline-2(1H)-sulfonamide